C(#N)C1=CC(=CC=2N=C(OC21)C=2C(=C(C=CC2)C2=C(C(=CC=C2)NC=2N=CC=C1C=C(C=NC21)CN2C[C@@](CC2)(C)O)C)C)CN2C[C@@H](CC2)C(=O)O (R)-1-((7-cyano-2-(3'-(3-(((S)-3-hydroxy-3-methylpyrrolidin-1-yl)methyl)-1,7-naphthyridin-8-ylamino)-2,2'-dimethylbiphenyl-3-yl)benzo[d]oxazol-5-yl)methyl)pyrrolidine-3-carboxylic acid